1-((6-bromopyridin-3-yl)methyl)-4-cyclobutyl-1,4-dihydropyrazine-2,3-dione BrC1=CC=C(C=N1)CN1C(C(N(C=C1)C1CCC1)=O)=O